tert-butyl (2R,4S)-4-(3,5-dibromo-4-cyanopyrazol-1-yl)-2-(methoxymethyl)pyrrolidine-1-carboxylate BrC1=NN(C(=C1C#N)Br)[C@H]1C[C@@H](N(C1)C(=O)OC(C)(C)C)COC